N[C@H]1[C@@H]2N(C[C@H]1CC2)C(=O)C2=CC1=C(N(C(=N1)C=1N(C3=C(C=CC=C3C1)C[C@@H]1CC[C@H](CC1)N)CC1CC1)C)C(=C2)OC ((1R,4R,7R)-7-amino-2-azabicyclo[2.2.1]heptan-2-yl)(2-(7-(((trans)-4-aminocyclohexyl)methyl)-1-(cyclopropylmethyl)-1H-indol-2-yl)-7-methoxy-1-methyl-1H-benzo[d]imidazol-5-yl)methanone